9-[4-(pentafluoro-λ6-sulfanyl)phenyl]-3,4,6,7,8,9-hexahydropyrido[2,1-c][1,2,4]thiadiazine 2,2-dioxide FS(C1=CC=C(C=C1)C1CCCN2C1=NS(CC2)(=O)=O)(F)(F)(F)F